N-[1-(5-bromopyridin-2-yl)cyclobutyl]-2-methylpropane-2-sulfinamide BrC=1C=CC(=NC1)C1(CCC1)NS(=O)C(C)(C)C